OC1([C@@](O[C@@H]([C@H]1O)CO)(N1C(=O)N=C(N)C=C1)C)O hydroxy-methyl-cytidine